4-(5-(3,4-dichlorophenyl)octahydropyrrolo[3,4-c]pyrrole-2-carbonyl)quinolin-2(1H)-one ClC=1C=C(C=CC1Cl)N1CC2C(C1)CN(C2)C(=O)C2=CC(NC1=CC=CC=C21)=O